methyl (2E)-4-[methyl(prop-2-yn-1-yl)amino]but-2-enoate CN(C/C=C/C(=O)OC)CC#C